C1C2N(CCN1C(CN1C(C3(CCN(CC3)C(=O)C=3C=C4C=NNC4=CC3)C3=C(C=CC=C13)Br)=O)=O)CCC2 1-[2-(3,4,6,7,8,8a-hexahydro-1H-pyrrolo[1,2-a]pyrazin-2-yl)-2-oxoethyl]-4-bromo-1'-(1H-indazole-5-carbonyl)spiro[indole-3,4'-piperidin]-2-one